2-(2-(cyclopropanesulfonamido)thiazol-4-yl)-N-(5'-ethoxy-[3,3'-bipyridin]-6-yl)-2-methylpropanamide C1(CC1)S(=O)(=O)NC=1SC=C(N1)C(C(=O)NC1=CC=C(C=N1)C=1C=NC=C(C1)OCC)(C)C